CC1(COCCN1C1=CC(=NC=2N1N=CC2)N2CC1CCC(C2)O1)C 3-(7-(3,3-Dimethylmorpholino)pyrazolo[1,5-a]pyrimidin-5-yl)-8-oxa-3-azabicyclo[3.2.1]octane